5-amino-4,7-difluoro-indan-2-carboxylic acid ethyl ester C(C)OC(=O)C1CC2=C(C=C(C(=C2C1)F)N)F